5-ethylsulfanyl-1H-tetrazole 4-Methyltetrahydrofuran-3-yl(8-amino-7-fluoro-6-(3-fluoro-8-methyl-2,3-dihydro-1H-pyrido[2,3-b][1,4]oxazin-7-yl)isoquinolin-3-yl)carbamate CC1C(COC1)N(C(O)=O)C=1N=CC2=C(C(=C(C=C2C1)C1=C(C2=C(OC(CN2)F)N=C1)C)F)N.C(C)SC1=NN=NN1